1-isopropyl-N-(3-methyl-1,1-dioxidothietan-3-yl)-3-(3-(trifluoromethoxy)phenyl)-1H-pyrazolo[4,3-b]pyridine-6-carboxamide C(C)(C)N1N=C(C2=NC=C(C=C21)C(=O)NC2(CS(C2)(=O)=O)C)C2=CC(=CC=C2)OC(F)(F)F